C(C)(C)N1CC2(C1)CCN(CC2)C2=CC=C(C=C2)C2=CC=C1C(=N2)N(C(=N1)C1=CC=C(C=C1)S(=O)(=O)C)C 5-(4-(2-isopropyl-2,7-diazaspiro[3.5]nonan-7-yl)phenyl)-3-methyl-2-(4-(methylsulfonyl)phenyl)-3H-imidazo[4,5-b]pyridine